format sulfide C(=[O+][S-])[O-]